ClC=1C=C(C=CC1F)NC(N(C)[C@@H]1COCC=2NC(C=3C=C(C=CC3C21)C#N)=O)=O (S)-3-(3-chloro-4-fluorophenyl)-1-(8-cyano-6-oxo-1,4,5,6-tetrahydro-2H-pyrano[3,4-c]isoquinolin-1-yl)-1-methylurea